(1R,2S,5S)-N-((S)-1-cyano-2-(6-methyl-2-oxo-1,2-dihydroquinolin-3-yl)ethyl)-3-(4-methoxybenzofuran-2-carbonyl)-6,6-dimethyl-3-azabicyclo[3.1.0]hexane-2-carboxamide C(#N)[C@H](CC=1C(NC2=CC=C(C=C2C1)C)=O)NC(=O)[C@@H]1[C@H]2C([C@H]2CN1C(=O)C=1OC2=C(C1)C(=CC=C2)OC)(C)C